CC(C(=O)[O-])(CCCCC)C.[Co+2].CC(C(=O)[O-])(CCCCC)C cobalt 2,2-dimethylheptanoate